1-(6-bromo-4-chlorophthalazin-1-yl)-N,N-dimethylmethylamine BrC=1C=C2C(=NN=C(C2=CC1)CN(C)C)Cl